O=C1NC(CCC1C1=CC=C(OCCN(C2=C(C=NC=C2)C2CN(C2)C(=O)[C@@H]2CC[C@H]3N2C([C@H](CCC3)NC(OC(C)(C)C)=O)=O)C)C=C1)=O tert-butyl ((3S,6S,9aS)-3-(3-(4-((2-(4-(2,6-dioxopiperidin-3-yl)phenoxy)ethyl)(methyl)amino)pyridin-3-yl)azetidine-1-carbonyl)-5-oxooctahydro-1H-pyrrolo[1,2-a]azepin-6-yl)carbamate